lauroyl-dimethyl-ammonium C(CCCCCCCCCCC)(=O)[NH+](C)C